C(CCC)C1=CC=C(C=C1)NC1N(C(=NC(=N1)N)N1CCOCC1)C1=CC=C(C=C1)Cl N-(4-Butylphenyl)-N1-(4-chlorophenyl)-6-morpholin-4-yl-[1,3,5]triazine-2,4-diamine